n-eicosyl valerate C(CCCC)(=O)OCCCCCCCCCCCCCCCCCCCC